tert-butyl 2-(4-amino-7-fluoro-6-methyl-9H-pyrimido[4,5-b]indol-9-yl)acetate NC1=NC=NC=2N(C3=CC(=C(C=C3C21)C)F)CC(=O)OC(C)(C)C